N-(4-bromo-3-methoxyphenethyl)formamide BrC1=C(C=C(CCNC=O)C=C1)OC